C12N(CCC2C1)C1=NN2C(N=CC=C2)=C1 (2-AZABICYCLO[3.1.0]HEXAN-2-YL)PYRAZOLO[1,5-A]PYRIMIDINE